2-((2-methoxy-4-(trifluoromethyl)benzyl)oxy)-6-(piperidin-4-yl)pyridine COC1=C(COC2=NC(=CC=C2)C2CCNCC2)C=CC(=C1)C(F)(F)F